C(C)(C)(C)NS(=O)(=O)C1=C(C=CC(=C1)C(=O)N1CC2(C3=CC(=CC=C13)NS(=O)(=O)C)CCCCC2)F N-(tert-butyl)-2-fluoro-5-(5'-(methylsulfonamido)spiro[cyclohexane-1,3'-indoline]-1'-carbonyl)benzenesulfonamide